2-chloro-N-(1-(4-chlorophenyl)-2-hydroxyethyl)acetamide Ammonium dihydrogen-phosphat P(=O)(O)(O)[O-].[NH4+].ClCC(=O)NC(CO)C1=CC=C(C=C1)Cl